8-oxa-10,14,19,20-tetraazatetracyclo[13.5.2.12,6.018,21]tricosa-1(20),2(23),3,5,15(22),16,18(21)-heptaen-9-one, hydrochloride Cl.C=12C=3C=CC=C(COC(NCCCNC=4C=CC(NN1)=C2C4)=O)C3